N-[3-fluoro-4-({7-[2-(4-hydroxypiperidin-1-yl)ethoxy]-6-methoxyquinolin-4-yl}oxy)phenyl]-5-(4-fluorophenyl)-6-oxo-2,3,5,6-tetrahydrofuro[3,2-c]pyridine-7-carboxamide FC=1C=C(C=CC1OC1=CC=NC2=CC(=C(C=C12)OC)OCCN1CCC(CC1)O)NC(=O)C1=C2C(=CN(C1=O)C1=CC=C(C=C1)F)CCO2